(R)-4-(4-amino-3,3-dimethyl-4-oxobut-1-yn-1-yl)-N-((5-fluoro-2-hydroxyphenyl)(3-fluoro-4-methylphenyl)methyl)-6-methylpicolinamide NC(C(C#CC1=CC(=NC(=C1)C)C(=O)N[C@H](C1=CC(=C(C=C1)C)F)C1=C(C=CC(=C1)F)O)(C)C)=O